C(C)(C)(C)C1NCC2=C(C=CC=C12)CN1N=NC(=C1)C1=CC=C(C=C1)C(NCCNC(CCOCCOCCOCCOCCNC(OCC1C2=CC=CC=C2C=2C=CC=CC12)=O)=O)=O tert-butyl-4-((4-(4-((1-(9H-fluoren-9-yl)-3,19-dioxo-2,7,10,13,16-pentaoxa-4,20-diazadocosan-22-yl)carbamoyl)phenyl)-1H-1,2,3-triazol-1-yl)methyl)isoindoline